tert-Butyl N-[2-amino-3-(trideuteriomethoxy)phenyl]carbamate NC1=C(C=CC=C1OC([2H])([2H])[2H])NC(OC(C)(C)C)=O